(R,Z)-N-(2-(furan-2-yl)-1-phenylethyl)-4-(trifluoromethyl)benzimidoyl cyanide O1C(=CC=C1)C[C@H](C1=CC=CC=C1)\N=C(\C1=CC=C(C=C1)C(F)(F)F)/C#N